(1'S,2'R,5'S,6'S,7'S)-4'-[(2S)-2-amino-3,3-dimethylbutanoyl]-4'-azaspiro[cyclopropane-1,8'-tricyclo[5.2.1.0^{2,6}]decane]-5'-carboxylic acid N[C@H](C(=O)N1C[C@@H]2[C@@H]3CC4([C@H]([C@@H]2[C@H]1C(=O)O)C3)CC4)C(C)(C)C